ClC1=C(C(=NC=C1)C#CC1=CC(=NC=C1)NC(CC1=CC=C(C=C1)F)=O)NC(C(F)(F)F)=O N-[4-chloro-2-({2-[2-(4-fluorophenyl)acetamido]pyridin-4-yl}ethynyl)pyridin-3-yl]-2,2,2-trifluoroacetamide